ClC1=C(C=CC=C1NC(=O)C1=CC=C(C=N1)CN[C@@H](CO)C(=O)OC)C1=C(C(=CC=C1)NC(C1=NC=C(C=C1)C=O)=O)C methyl ((6-((2-chloro-3'-(5-formylpicolinamido)-2'-methyl-[1,1'-biphenyl]-3-yl)carbamoyl)pyridin-3-yl)methyl)-L-serinate